COC(=O)C1=CN(C2=CC=C(C=C12)B1OC(C(O1)(C)C)(C)C)C 1-methyl-5-(4,4,5,5-tetramethyl-1,3,2-dioxaborolan-2-yl)-1H-indole-3-carboxylic acid methyl ester